4-propyl-1-[(2-propyl-1H-imidazol-1-yl)methyl]pyrrolidin-2-one C(CC)C1CC(N(C1)CN1C(=NC=C1)CCC)=O